N-(5-chloro-2-(2-methoxyethoxy)phenyl)cyclopentanecarboxamide ClC=1C=CC(=C(C1)NC(=O)C1CCCC1)OCCOC